C(#N)C1(CCCCC1)NC(C)=O N-(1-cyanocyclohexyl)acetamide